C(CCCCCCCCC=C)(=O)OCC(O)CO monoglycerol monoundecylenate